C(C)OC(CC1CCN(CC1)C1=C(C=C(C=C1F)C=1C2=C(N=CN1)N(C=C2)C(C)C)F)=O 2-(1-{2,6-difluoro-4-[7-(propan-2-yl)-7H-pyrrolo[2,3-d]pyrimidin-4-yl]phenyl}piperidin-4-yl)acetic acid ethyl ester